6-bromo-5-chloroquinazolin-2-amine BrC=1C(=C2C=NC(=NC2=CC1)N)Cl